C(#N)[C@H](C[C@H]1C(NCC1)=O)NC(=O)[C@H]1N([C@@H]2CC([C@H]1CC2)(F)F)C([C@@H](CC2CC2)NC=2C=NC=C(C2)C)=O (1S,3S,4S)-N-((S)-1-cyano-2-((S)-2-oxopyrrolidin-3-yl)ethyl)-2-((R)-3-cyclopropyl-2-((5-methylpyridin-3-yl)amino)propanoyl)-5,5-difluoro-2-azabicyclo[2.2.2]octane-3-carboxamide